C(CCCCCCCCCCC)OS(=O)(=O)[O-].[Cs+].BrC1=CC(=C(C=C1C)CC(=O)NC1=CC(=C(C=C1)OC1=CC(=CC=C1)Cl)S(N)(=O)=O)Cl 2-(4-bromo-2-chloro-5-methylphenyl)-N-[4-(3-chlorophenoxy)-3-sulfamoylphenyl]acetamide Cesium dodecyl-sulfate